N-(o-{2-[3,4-Bis(benzyloxy)-2-methoxymethoxyphenoxy]ethoxy}-phenyl)2,3-bis(benzyloxy)benzamide C(C1=CC=CC=C1)OC=1C(=C(OCCOC2=C(C=CC=C2)NC(C2=C(C(=CC=C2)OCC2=CC=CC=C2)OCC2=CC=CC=C2)=O)C=CC1OCC1=CC=CC=C1)OCOC